FC1(C(C1)CC1=CC(=C(C#N)C(=C1)C)F)F 4-((2,2-difluorocyclopropyl)methyl)-2-fluoro-6-methylbenzonitrile